CS1C(C(C(C1)=O)C)=O 1,3-dimethyl-2,4-dioxo-1,2,3,4-tetrahydrothiophen